monosodium sulfosuccinate S(=O)(=O)(O)C(C(=O)[O-])CC(=O)O.[Na+]